N1N=CC(=C1)C(=O)N1CCN(CC1)C1=NC=C(C=N1)C(F)(F)F (1H-pyrazol-4-yl)(4-(5-(trifluoromethyl)pyrimidin-2-yl)piperazin-1-yl)methanone